C(C)(C)(C)C1(NC(SC1)(C(=O)O)C)C(=O)O.NC1=C(C(=O)NC(C)C)C=C(C=N1)C1=C(C=C(C=C1)NC(CCC1=CC=CC=C1)=O)C 2-amino-N-isopropyl-5-(2-methyl-4-(3-phenylpropionamido)phenyl)nicotinamide 4-(tert-butyl)2-methyl-thiazole-2,4-dicarboxylate